CC1=C(C(=CC(=C1)OC1=CC=CC=C1)C)NC1=NC2=CC=CC=C2C=C1 N-(2,6-dimethyl-4-phenoxyphenyl)quinolin-2-amine